FC=1C=CC(=C(C1)B(O)O)OCCC 5-FLUORO-2-PROPOXYPHENYLBORONIC ACID